CN1C(C2=C(C(=C1)C1=C(C=CC(=C1)S(=O)(=O)C)OC1C3CC4CC(CC1C4)C3)C=CN2)=O 6-methyl-4-{5-(methylsulfonyl)-2-[tricyclo[3.3.1.13,7]dec-2-yloxy]phenyl}-1,6-dihydro-7H-pyrrolo[2,3-c]pyridin-7-one